N-(4-(4-amino-7-(1-isobutyrylpiperidin-4-yl)pyrrolo[2,1-f][1,2,4]triazin-5-yl)phenyl)-6-methyl-5-(1-methyl-1H-pyrazol-3-yl)-2-oxo-2H-[1,2'-bipyridine]-3-carboxamide NC1=NC=NN2C1=C(C=C2C2CCN(CC2)C(C(C)C)=O)C2=CC=C(C=C2)NC(=O)C=2C(N(C(=C(C2)C2=NN(C=C2)C)C)C2=NC=CC=C2)=O